(3S)-3-methyl-4-(4-oxobutyl)piperazine-1-carboxylic acid tert-butyl ester C(C)(C)(C)OC(=O)N1C[C@@H](N(CC1)CCCC=O)C